C1(CC1)C1=NC=NC(=C1C1=NC=2N(CC(N(C2C=N1)C(C)C)=O)CC1=CC=C(C=C1)C=1N(C=C(N1)C(F)(F)F)C)OC 2-(4-cyclopropyl-6-methoxypyrimidin-5-yl)-8-(4-(1-methyl-4-(trifluoromethyl)-1H-imidazol-2-yl)benzyl)-5-isopropyl-7,8-dihydro-pteridin-6(5H)-one